Tert-butyl 5-(2-chlorophenyl)-1,3,4,5-tetrahydro-2H-pyrido[4,3-b]indole-2-carboxylate ClC1=C(C=CC=C1)N1C2=C(C=3C=CC=CC13)CN(CC2)C(=O)OC(C)(C)C